O1[C@@H](COCC1)CC=1N=C2C(=NC1)N=C(S2)NC(C2=CN=C(C=C2C2=C(C=CC=C2)OC)C)=O |r| (Racemic)-N-(6-((1,4-Dioxan-2-yl)methyl)thiazolo[4,5-b]pyrazin-2-yl)-4-(2-methoxyphenyl)-6-methylnicotinamide